6-{[1-(2-fluoroethyl)piperidin-4-yl](methyl)amino}[1,3]thiazolo[4,5-c]pyridazin FCCN1CCC(CC1)N(C=1SC2=C(N=NC=C2)N1)C